FC1=C(C=C2CN(C(C2=C1)=O)C1C(NC(CC1)=O)=O)N1CCN(CC1)CC1CCN(CC1)C1=CC=C(C=C1)C1C(COC2=CC(=CC=C12)O)C=1C=C(C=CC1)C 3-(6-fluoro-5-(4-((1-(4-(7-hydroxy-3-(m-tolyl)chroman-4-yl)phenyl)piperidin-4-yl)methyl)piperazin-1-yl)-1-oxoisoindolin-2-yl)piperidine-2,6-dione